1-(5-(4-(N-((1r,4r)-4-(quinazolin-2-ylamino)cyclohexyl)acetamido)phenyl)pyridin-2-yl)piperidine-4-carboxylic acid N1=C(N=CC2=CC=CC=C12)NC1CCC(CC1)N(C(C)=O)C1=CC=C(C=C1)C=1C=CC(=NC1)N1CCC(CC1)C(=O)O